FC1=CC=C(C=C1)C1=NN(C=C1)C 3-(4-fluorophenyl)-1-methylpyrazole